1,2-bis(2-methyl-1H-imidazole-1-yl)ethane trifluoromethanesulfonate FC(S(=O)(=O)O)(F)F.CC=1N(C=CN1)CCN1C(=NC=C1)C